[Si](C)(C)(C(C)(C)C)OCCN1N=C(C=C1CO)COC [2-[2-[tert-butyl(dimethyl)silyl]oxyethyl]-5-(methoxymethyl)pyrazol-3-yl]methanol